N-((2,2-dimethyl-2,3-dihydrobenzofuran-7-yl)carbamoyl)-6,7-dihydro-5H-pyrazolo[5,1-b][1,3]oxazine-3-sulfonamide CC1(OC2=C(C1)C=CC=C2NC(=O)NS(=O)(=O)C=2C=NN1C2OCCC1)C